2-(1-isopropyl-4-methyl-1H-pyrazol-5-yl)-4-(4-(1-methyl-3-(trifluoromethyl)-1H-1,2,4-triazol-5-yl)benzyl)-4,5,6,7-tetrahydropyrazolo[1,5-a]pyrimidine C(C)(C)N1N=CC(=C1C1=NN2C(N(CCC2)CC2=CC=C(C=C2)C2=NC(=NN2C)C(F)(F)F)=C1)C